(S)-6'-(2-amino-2-cyclohexylacetamido)-4-chloro-2-methyl-[3,3'-bipyridine] 1-oxide N[C@H](C(=O)NC1=CC=C(C=N1)C=1C(=[N+](C=CC1Cl)[O-])C)C1CCCCC1